tert-butyl (1R,5S,6r)-6-{[1-(trifluoromethyl)cyclopropyl]carbamoyl}-3-azabicyclo[3.1.0]hexane-3-carboxylate FC(C1(CC1)NC(=O)C1[C@H]2CN(C[C@@H]12)C(=O)OC(C)(C)C)(F)F